CC1=CC=C(C=C1)S(=O)(=O)O.N12CCCCCC2=NCCC1 1,8-diazabicyclo[5.4.0]undec-7-ene p-toluenesulfonic acid salt